C1=CC=C2C(=C1)C(=CN2)CCC(=O)[O-] indole-propionate